N1=CC(=CC=C1)C=1C=C(C=CC1)C1=CC(=CC(=C1)C1=CC(=CC=C1)C=1C=NC=CC1)C1=CC(=CC=C1)C=1C=NC=CC1 1,3,5-tris[3-(3-pyridinyl)phenyl]benzene